BrC1=CC(=CC2=C1N=C(N2C/C(=C/CNC(=O)OC(C)(C)C)/F)C)C(=O)OC methyl 7-bromo-3-[(Z)-4-(tert-butoxycarbonylamino)-2-fluoro-but-2-enyl]-2-methyl-benzimidazol-5-carboxylate